7-Fluoro-4-(1-(5-(methoxymethyl)pyrimidin-2-yl)piperidin-4-yl)-1-methyl-1,4-dihydropyrido[2,3-b]pyrazine-2,3-dione FC1=CC2=C(N(C(C(N2C)=O)=O)C2CCN(CC2)C2=NC=C(C=N2)COC)N=C1